[Li].[Co].[Mn] manganese-cobalt lithium